C(C(C)C)C1=C(CC(C(C1)C(=O)O)C(=O)O)CC(C)C diisobutyl-4-cyclohexene-1,2-dicarboxylic acid